2-fluoro-5-methoxy-4-((1R,2R)-6-((2-methoxyethoxy)methoxy)-2-phenyl-1,2,3,4-tetrahydronaphthalen-1-yl)phenyl 1,1,2,2,3,3,4,4,4-nonafluorobutane-1-sulfonate FC(C(C(C(F)(F)F)(F)F)(F)F)(S(=O)(=O)OC1=C(C=C(C(=C1)OC)[C@@H]1[C@@H](CCC2=CC(=CC=C12)OCOCCOC)C1=CC=CC=C1)F)F